5-((6-(4-(8-chloroquinoxalin-2-yl)-1H-pyrazol-1-yl)hexyl)amino)-2-(2,6-dioxopiperidin-3-yl)isoindoline-1,3-dione ClC=1C=CC=C2N=CC(=NC12)C=1C=NN(C1)CCCCCCNC=1C=C2C(N(C(C2=CC1)=O)C1C(NC(CC1)=O)=O)=O